COC=1C=C2C(=CC=NC2=CC1OC)OC1=C(C=C(C=N1)NC(=O)C1(CC1)C(=O)NCC1=CC=CC=C1)Cl N-(6-{[6,7-bis(methyloxy)quinolin-4-yl]oxy}-5-chloropyridin-3-yl)-N'-(phenylmethyl)cyclopropane-1,1-dicarboxamide